BrC1=CC=C(C=C1)SCP(OCC)(OCC)=O diethyl {[(4-bromophenyl)sulfanyl]methyl}phosphonate